(3S,4S)-4-((R)-1,1-dimethylethylsulfinylamino)-3-methyl-2-oxa-8-azaspiro[4.5]decane-8-carboxylic acid tert-butyl ester C(C)(C)(C)OC(=O)N1CCC2([C@@H]([C@@H](OC2)C)N[S@](=O)C(C)(C)C)CC1